C(C)(C)(C)OC(=O)NC(C(=O)O)(C)C 2-(tert-butoxycarbonylamino)-2-methylpropanoic acid